((3R)-3-((2-(8-oxo-3-azabicyclo[3.2.1]octane-3-carbonyl)-4-bromo-6-nitrophenyl)amino)piperidin-1-yl)(5-(methylamino)pyridin-3-yl)methanone O=C1C2CN(CC1CC2)C(=O)C2=C(C(=CC(=C2)Br)[N+](=O)[O-])N[C@H]2CN(CCC2)C(=O)C=2C=NC=C(C2)NC